NCC=1C=NC(=NC1)C1=C(C=C(C#N)C=C1)OC=1N(N=C(C1)C(F)F)C 4-[5-(aminomethyl)pyrimidin-2-yl]-3-[5-(difluoromethyl)-2-methylpyrazol-3-yl]oxybenzonitrile